6,2-dimethylquinazoline-4,6-diamine formate C(=O)O.CC1(CC=2C(=NC(=NC2C=C1)C)N)N